C1(CC1)C=1C=C(C(=NC1)C(C)NC(OC(C)(C)C)=O)F tert-butyl (1-(5-cyclopropyl-3-fluoropyridin-2-yl)ethyl)carbamate